CNCCC1=CC(=CC=C1)OCCN1CCN(CC1)C N-methyl-2-{3-[2-(4-methylpiperazin-1-yl)ethoxy]phenyl}ethan-1-amine